OC1=C(C=C(/C=C/C(=O)O)C=C1)OC trans-4-hydroxy-3-methoxy-cinnamic acid